tert-butyl 3-(azetidin-3-yloxy)pyrrolidine-1-carboxylate N1CC(C1)OC1CN(CC1)C(=O)OC(C)(C)C